N-(1-methylcyclobutyl)-4-(trifluoromethyl)pyridin-2-amine CC1(CCC1)NC1=NC=CC(=C1)C(F)(F)F